COC=1C=C(CN2C(N(C3=CC=C(C=C3C2=O)OCC(C)C)C2CCOCC2)=O)C=CC1OC 3-(3,4-dimethoxybenzyl)-6-(2-methylpropoxy)-1-(tetrahydro-2H-pyran-4-yl)-quinazoline-2,4(1H,3H)-dione